COC=1C(=C2C=CNC2=C(C1)C)CN1[C@H](C[C@@H](CC1)N1C(CCC1)=O)C1=CC=C(C(=O)O)C=C1 |r| (+-)-trans-4-(1-((5-methoxy-7-methyl-1H-indol-4-yl)methyl)-4-(2-oxopyrrolidin-1-yl)piperidin-2-yl)benzoic acid